ClC1=CC=C(C=C1)N(C(=O)N)C1=CC(=C(C=C1)Cl)C(F)(F)F N-(4-chlorophenyl)-N-[4-chloro-3-(trifluoromethyl)phenyl]Urea